benzyl 4-(((3S)-10-(2,4-difluorophenyl)-7-hydroxy-5-oxo-9-(trifluoromethyl)-3,5-dihydro-2H-[1,4]thiazino[2,3,4-ij]quinazolin-3-yl)methyl)-5,6-dihydropyridine-1(2H)-carboxylate FC1=C(C=CC(=C1)F)C1=C(C=C2C(=NC(N3C2=C1SC[C@@H]3CC3=CCN(CC3)C(=O)OCC3=CC=CC=C3)=O)O)C(F)(F)F